2-mercapto-N-m-tolylacetamide SCC(=O)NC=1C=C(C=CC1)C